Cl.FC=1C=C2C(=NC1)NC=C2CCN(C2CCC2)C N-(2-(5-fluoro-1H-pyrrolo[2,3-b]pyridin-3-yl)ethyl)-N-methylcyclobutanamine hydrochloride